BrC1=CC=C(C=C1)\C(=C(/CC)\C1=CC=CC=C1)\C1=CC=C(C=C1)N1CCC(CC1)CO (E)-(1-(4-(1-(4-bromophenyl)-2-phenylbut-1-en-1-yl)phenyl)piperidin-4-yl)methanol